1-(5-(6-amino-5-bromo-3-chloroisoquinolin-7-yl)-4-methylpyridin-2-yl)propan-1-one NC=1C(=C2C=C(N=CC2=CC1C=1C(=CC(=NC1)C(CC)=O)C)Cl)Br